[N+](=O)([O-])C1=NNC(=C1)C(=O)O 3-nitro-1H-pyrazole-5-carboxylic acid